OC(C(=O)[O-])CCCC.[Al+3].OC(C(=O)[O-])CCCC.OC(C(=O)[O-])CCCC aluminum hydroxyhexanoate